1-(3-(3,6-difluoro-9H-carbazol-9-yl)-2-hydroxypropyl)-3-methoxypiperidin-2-one FC=1C=CC=2N(C3=CC=C(C=C3C2C1)F)CC(CN1C(C(CCC1)OC)=O)O